ClC=1C(=C(C(=O)NC=2C=[N+](C=CC2)[O-])C(=CC1Cl)OC1=CC=C(C=2OC(OC21)(F)F)F)F 3-(3,4-dichloro-2-fluoro-6-((2,2,7-trifluorobenzo[d][1,3]dioxol-4-yl)oxy)benzamido)pyridine-1-oxide